1-(2-(2-benzyloxazol-5-yl)-2-oxoethyl)-5-vinylpyridin-2(1H)-one C(C1=CC=CC=C1)C=1OC(=CN1)C(CN1C(C=CC(=C1)C=C)=O)=O